CC1=NC(=CC=C1C1=C(C(=C(C(=C1N1C2=CC=CC=C2C=2C=C(C=CC12)C(C)(C)C)C1=NC(=NC(=C1)C1=CC=CC=C1)C1=CC=CC=C1)N1C2=CC=CC=C2C=2C=C(C=CC12)C(C)(C)C)N1C2=CC=CC=C2C=2C=C(C=CC12)C(C)(C)C)N1C2=CC=CC=C2C=2C=C(C=CC12)C(C)(C)C)C 9,9',9'',9'''-(4-(2,6-dimethylpyridin-3-yl)-6-(2,6-diphenylpyrimidin-4-yl)benzene-1,2,3,5-tetrayl)tetrakis(3-(tert-butyl)-9H-carbazole)